C(C)OC(=O)C=1N=C(SC1)C=1N=C(OC1C)C(C)O 2-(2-(1-hydroxyethyl)-5-methyloxazol-4-yl)thiazole-4-carboxylic acid ethyl ester